NCCOCCOCCOC=1C=CC(=C(C1)C#CC=1C=CC(=NC1)C(=O)O)NS(=O)(=O)C=1C=CC=C2C=CC=NC12 5-[5-{2-[2-(2-Amino-ethoxy)-ethoxy]-ethoxy}-2-(quinoline-8-sulfonylamino)-phenylethynyl]-pyridine-2-carboxylic acid